N[C@H](C(=O)N[C@H]1CN(CC1)C)CC1=CC(=C(C=C1)OC1=C2C(=NC=C1)NC=C2C)F (S)-2-amino-3-(3-fluoro-4-((3-methyl-1H-pyrrolo[2,3-b]pyridin-4-yl)oxy)phenyl)-N-((R)-1-methylpyrrolidin-3-yl)propionamide